CN(C1CN(CC1)C(=O)C=1C=C2C(=NNC2=CC1)C#CC1=C(C(=O)NC2=CC=CC=C2)C=CC=C1)C 2-((5-(3-(dimethylamino)pyrrolidine-1-carbonyl)-1H-indazol-3-yl)ethynyl)-N-phenylbenzamide